7-amino-2,3,4,5-tetrahydro-3-(2-isopropoxyethoxy)benzo[b][1,4]oxazepine NC1=CC2=C(OCC(CN2)OCCOC(C)C)C=C1